CN(/C=C/C(=O)C1=CC=CC(=N1)C(\C=C/NC1=C(C2=C(S1)CCCC2)C#N)=O)C 2-(((Z)-3-(6-((E)-3-(dimethylamino)acryloyl)pyridin-2-yl)-3-oxoprop-1-en-1-yl)amino)-4,5,6,7-tetrahydrobenzo[b]thiophene-3-carbonitrile